[Si](C)(C)(C(C)(C)C)OCCO[C@H]1[C@@](CN(CC1)C1=NC=CC(=N1)N(COCC[Si](C)(C)C)COCC[Si](C)(C)C)(C)F 2-((3S,4R)-4-(2-(tert-butyldimethylsilyloxy)ethoxy)-3-fluoro-3-methylpiperidin-1-yl)-N,N-bis((2-(trimethylsilyl)ethoxy)methyl)pyrimidin-4-amine